2-amino-5-bromo-N'-(cyclohexanecarbonyl)-nicotinhydrazide NC1=C(C(=O)NNC(=O)C2CCCCC2)C=C(C=N1)Br